N[C@H]1CN(CC1)C1=CC(=CC(=N1)N1CC=2C(=NC=CC2C1=O)C1=C(C=CC=C1OC)F)C1CCC1 2-(6-((R)-3-aminopyrrolidin-1-yl)-4-cyclobutylpyridin-2-yl)-4-(2-fluoro-6-methoxyphenyl)-2,3-dihydro-1H-pyrrolo[3,4-c]pyridin-1-one